N-((1S,9S)-9-ethyl-5-fluoro-9-hydroxy-4-methyl-10,13-dioxo-2,3,9,10,13,15-hexahydro-1H,12H-benzo[de]pyrano[3',4':6,7]indolizino[1,2-b]quinolin-1-yl)acetamide C(C)[C@]1(C(OCC=2C(N3CC=4C(=NC=5C=C(C(=C6C5C4[C@H](CC6)NC(C)=O)C)F)C3=CC21)=O)=O)O